C(CC)O[In](OCCC)OCCC tripropoxyindium